2-(4-((2-acrylamidothiazol-5-yl)methyl)-3-methylpiperazine-1-yl)acrylamide C(C=C)(=O)NC=1SC(=CN1)CN1C(CN(CC1)C(C(=O)N)=C)C